4-((1-phenylethyl)amino)-6-(1H-pyrazolo[3,4-b]pyridin-5-yl)quinoline-3-carbonitrile C1(=CC=CC=C1)C(C)NC1=C(C=NC2=CC=C(C=C12)C=1C=C2C(=NC1)NN=C2)C#N